5-bromo-1-(phenylsulfonyl)indoline BrC=1C=C2CCN(C2=CC1)S(=O)(=O)C1=CC=CC=C1